C[C@H]1N([C@@H](CNC1)C)C(=O)OCCCC Z-butyl (2R,6R)-2,6-dimethylpiperazine-1-carboxylate